8-fluoro-3-{2-[4-methoxy-6-(4-methyl-1-piperazinyl)-3-pyridylamino]-4-pyrimidinylamino}-2-quinolinol FC=1C=CC=C2C=C(C(=NC12)O)NC1=NC(=NC=C1)NC=1C=NC(=CC1OC)N1CCN(CC1)C